ClC=1C=NN2C1[C@H]([C@H](CC2)[C@@H]2N1C(C3=CC=CC=C23)=CN=C1)O (4S,5R)-3-Chloro-5-((S)-5H-imidazo[5,1-a]isoindol-5-yl)-4,5,6,7-tetrahydropyrazolo[1,5-a]pyridin-4-ol